C(#N)C1=CC=C(CCNC(=O)C=2NC=C(C2)C(=O)C2CC2)C=C1 N-(4-cyanophenethyl)-4-(cyclopropylcarbonyl)-1H-pyrrole-2-carboxamide